(2R,3S)-N-((3S)-9-chloro-5-(2-methylphenyl)-2-oxo-2,3-dihydro-1H-1,4-benzodiazepin-3-yl)-2,3-bis(3,3,3-trifluoropropyl)succinamide ClC1=CC=CC=2C(=N[C@@H](C(NC21)=O)NC([C@@H]([C@@H](C(=O)N)CCC(F)(F)F)CCC(F)(F)F)=O)C2=C(C=CC=C2)C